1,1-difluoro-2-propanol FC(C(C)O)F